benzylidenebis(tricyclohexyl-phosphine) C(C1=CC=CC=C1)(P(C1CCCCC1)(C1CCCCC1)C1CCCCC1)P(C1CCCCC1)(C1CCCCC1)C1CCCCC1